COC(CN1C(C2=CC=C(C=C2C2(CC2)C1)C1CC1)=O)=O 2-(6-cyclopropyl-1-oxospiro[3H-isoquinolin-4,1'-cyclopropan]-2-yl)acetic acid methyl ester